N-(3-methyl-4-{[1,2,4]triazolo[1,5-a]pyridin-7-ylmethyl}phenyl)-6-[(2S)-2-methylpiperazin-1-yl]pyrimido[5,4-d][1,3]diazin-4-amine hydrochloride Cl.CC=1C=C(C=CC1CC1=CC=2N(C=C1)N=CN2)NC=2C1=C(N=CN2)C=NC(=N1)N1[C@H](CNCC1)C